BrC1=C2C(=NC=C1)NC=N2 7-bromo-3H-imidazo[4,5-b]pyridine